ClC1=NC(=CC(=C1)C1=CN=C2N1N=C(C=C2)C(F)F)OC 3-(2-chloro-6-methoxypyridin-4-yl)-6-(difluoromethyl)imidazo[1,2-b]pyridazine